ClC1=C(C=C(C=C1F)N1C(=C(C=C1C)C(CN1C2[C@@H](CC1CC2)O)=O)C)F 1-(1-(4-chloro-3,5-difluorophenyl)-2,5-dimethyl-1H-pyrrol-3-yl)-2-((2R)-2-hydroxy-7-azabicyclo[2.2.1]heptan-7-yl)ethan-1-one